C(=O)O.C(=O)O.C1(CC(CCC1)CNNCNC(=N)N1CCCCCC1)CNNCNC(=N)N1CCCCCC1 N,N''-(((cyclohexane-1,3-diylbis(methylene))bis(azanediyl))bis(iminomethylene))bis(azepane-1-carboximidamide) diformate